ClC1=NC(=C(C(=N1)N1C[C@@H](N(CC1)C(=O)[O-])CO)[N+](=O)[O-])CC1(CCCC2=CC=CC=C12)C(=O)OC (2R)-4-(2-Chloro-6-((1-(methoxycarbonyl)-1,2,3,4-tetrahydronaphthalen-1-yl)methyl)-5-nitropyrimidine-4-yl)-2-(hydroxymethyl)piperazine-1-carboxylate